(3-((2,5-dichloropyrimidin-4-yl)amino)-4-methoxyphenyl)acetamide ClC1=NC=C(C(=N1)NC=1C=C(C=CC1OC)CC(=O)N)Cl